2-(1-methylpyrazol-4-yl)propionitrile CN1N=CC(=C1)C(C#N)C